1-(quinolin-3-yl)-1H-benzo[d]imidazol-2(3H)-one N1=CC(=CC2=CC=CC=C12)N1C(NC2=C1C=CC=C2)=O